COC=1C=C(C=CC1OC)C=1N=C2N(C(C1)=O)C=C(C=C2)C=2CCN(CC2)C2COC2 2-(3,4-dimethoxyphenyl)-7-[1-(oxetan-3-yl)-1,2,3,6-tetrahydropyridin-4-yl]-4H-pyrido[1,2-a]pyrimidin-4-one